2-(4-(Tert-butyl)phenyl)-1-(p-tolyl)ethan-1-one C(C)(C)(C)C1=CC=C(C=C1)CC(=O)C1=CC=C(C=C1)C